5-fluoro-1H-pyrrole-3-carboxylic acid methyl ester COC(=O)C1=CNC(=C1)F